3,7-diaminodibenzo[B,D]thiophene-5,5-dioxide NC=1C=CC2=C(S(C3=C2C=CC(=C3)N)(=O)=O)C1